[N+](=O)([O-])CC(C1=C(NC2=CC=CC=C12)C1=CC=CC=C1)C1=C(C=CC=C1)NC(C=C)=O N-(2-(2-nitro-1-(2-phenyl-1H-indol-3-yl)ethyl)phenyl)acrylamide